5-ethyl-6-fluoro-4-(8-fluoro-2-(((2R,7aS)-2-fluorohexahydro-1H-pyrrolizin-7a-yl)methoxy)-4-(2,2,2-trifluoroethoxy)pyrido[4,3-d]pyrimidin-7-yl)naphthalen-2-ol C(C)C1=C2C(=CC(=CC2=CC=C1F)O)C1=C(C=2N=C(N=C(C2C=N1)OCC(F)(F)F)OC[C@]12CCCN2C[C@@H](C1)F)F